COC1=C(C=CC(=C1)OC)CNC1=NC=CC(=C1F)OC=1C(=C(C(=C(C(=O)OC)C1)NC1=C(C=C(C=C1)I)F)F)F methyl 5-[2-[(2,4-dimethoxyphenyl)methylamino]-3-fluoropyridin-4-yl]oxy-3,4-difluoro-2-(2-fluoro-4-iodoanilino)benzoate